C(CCCCCCCCCCCCC)[PH3+] (tetradecyl)-phosphonium